dimethylbiphenyl-4,4'-diamine CC=1C(=C(C=CC1N)C1=CC=C(C=C1)N)C